NC1=CC(NC=C1)=O 4-amino-2-oxopyridine